propen-1-ol C(=CC)O